3-chloro-4-fluoro-5-[4-(1H-pyrazol-1-yl)pyridin-2-yl]benzonitrile ClC=1C=C(C#N)C=C(C1F)C1=NC=CC(=C1)N1N=CC=C1